FC1=C(C=CC=C1C)NC=1C2=C(N=CN1)C=CC(=N2)N2[C@@H]1CN([C@H](C2)CC1)C(=O)OC(C)(C)C (1S,4S)-tert-Butyl 5-(4-((2-fluoro-3-methylphenyl)amino)pyrido[3,2-d]pyrimidin-6-yl)-2,5-diazabicyclo[2.2.2]octane-2-carboxylate